CC1C(NC(NC1=O)=O)=O 5-Methylpyrimidine-2,4,6(1H,3H,5H)-trione